C(CCCCCC)OC(CC/C=C/C=C)OCCCCCCC (3E)-7,7-diheptyloxy-1,3-heptadiene